C(#N)C1=CC(=C(COC2=C(C=CC(=N2)C2CCN(CC2)CC2=NC3=C(N2C)C=C(C=C3OC(F)F)C(=O)O)F)C=C1)F 2-((4-(6-((4-Cyano-2-fluorobenzyl)oxy)-5-fluoropyridin-2-yl)piperidin-1-yl)methyl)-4-(difluoromethoxy)-1-methyl-1H-benzo[d]imidazole-6-carboxylic acid